Br.BrC=1C=C(C=2N(C1)C=C(N2)C)F 6-bromo-8-fluoro-2-methylimidazo[1,2-a]pyridine HBr